tert-butyl (3aR,6aS)-5-(4-((4-(2-(3-chloro-4-(2-chloroethoxy)-5-cyanophenyl) propan-2-yl)phenoxy)methyl)pyrimidin-2-yl)hexahydropyrrolo[3,4-c]pyrrole-2(1H)-carboxylate ClC=1C=C(C=C(C1OCCCl)C#N)C(C)(C)C1=CC=C(OCC2=NC(=NC=C2)N2C[C@@H]3[C@H](C2)CN(C3)C(=O)OC(C)(C)C)C=C1